FC=1C(=C(C(=CC1)F)C1=C(C2=C(C(N3[C@@H](CO2)CNCC3)=O)C(=N1)N1C(CC(C1)O)(C)C)F)O (6aR)-3-(3,6-difluoro-2-hydroxyphenyl)-4-fluoro-1-(4-hydroxy-2,2-dimethylpyrrolidin-1-yl)-6,6a,7,8,9,10-hexahydro-12H-pyrazino[2,1-c]pyrido[3,4-f][1,4]oxazepin-12-one